CN1CCN(CC1)C1=CC=C(C=C1)C1=NC2=C(N1)C=CC(=C2)N 2-(4-(4-methylpiperazin-1-yl)phenyl)-1H-benzo[d]imidazol-5-amine